BrC1=CC(=C2C(CNCC2=C1)O)OC 7-bromo-5-methoxy-1,2,3,4-tetrahydroisoquinolin-4-ol